trans-9-tetradecene CCCCCCCC\C=C\CCCC